NC=1C(=C(C=CC1)C1=NC=CC(=C1Cl)C1=NC(=C(C=C1)CN1C[C@@]2(CCN(C2)C(=O)OC(C)(C)C)CC1)OC)Cl tert-butyl (S)-7-((2'-(3-amino-2-chlorophenyl)-3'-chloro-6-methoxy-[2,4'-bipyridin]-5-yl)methyl)-2,7-diazaspiro[4.4]nonane-2-carboxylate